O=C1N(CCC(N1)=O)C1=NN(C2=CC(=CC=C12)C1CCN(CC1)CC(=O)O)C 2-[4-[3-(2,4-dioxohexahydropyrimidin-1-yl)-1-methyl-indazol-6-yl]-1-piperidyl]acetic acid